(R)-4-propyldihydrofuran-2-one C(CC)[C@@H]1CC(OC1)=O